3-(2,5-dichloro-7-((2-(trimethylsilyl)ethoxy)methyl)-7H-pyrrolo[2,3-d]pyrimidin-4-yl)-N-methylaniline ClC=1N=C(C2=C(N1)N(C=C2Cl)COCC[Si](C)(C)C)C=2C=C(NC)C=CC2